(S)-4-(5-chloro-2-iodothiazolo[5,4-d]pyrimidin-7-yl)-3-methylmorpholine ClC=1N=C(C2=C(N1)SC(=N2)I)N2[C@H](COCC2)C